OC=1C=NC=C(C1)C1=CC=C(C=C1)C 3-Hydroxy-5-(4-methylphenyl)pyridine